3-bromobenzo[k]fluoranthene BrC1=C2C=CC=C3C=4C=C5C(=CC4C(C=C1)=C32)C=CC=C5